((3R)-4-amino-3-methyl-1,3-dihydrofuro[3,4-c]quinolin-8-yl)(3-(4-bromophenyl)-4-methylpyrrolidin-1-yl)methanone NC1=NC=2C=CC(=CC2C2=C1[C@H](OC2)C)C(=O)N2CC(C(C2)C)C2=CC=C(C=C2)Br